lithium 4-({4-[(tert-butoxy)carbonyl]-6-(6-methylpyridin-2-yl)-2H,3H,4H-pyrido[3,2-b][1,4]oxazin-8-yl}amino)pyridine C(C)(C)(C)OC(=O)N1C2=C(OCC1)C(=CC(=N2)C2=NC(=CC=C2)C)NC2=CC=NC=C2.[Li]